CCCCCCCCCCCC(CC)S(=O)(=O)[O-].[Na+] Sodium TetradeceneSulfonate